2-(2-(2-(2-azidoethoxy)ethoxy)ethyl)-9-(hydroxymethyl)-9H-fluorene-2-carboxamide N(=[N+]=[N-])CCOCCOCCC1(CC=2C(C3=CC=CC=C3C2C=C1)CO)C(=O)N